OC1(CC(C1)C(=O)OC)C1=CC=NC=C1 Methyl 3-hydroxy-3-(pyridin-4-yl)cyclobutane-1-carboxylate